1-[3-(4-cyclopropoxy-2-methoxypyridin-3-yl)-1-{[2-(trimethylsilyl)ethoxy]methyl}pyrrolo[2,3-b]pyridin-6-yl]-3-[3-(dimethylamino)propyl]urea C1(CC1)OC1=C(C(=NC=C1)OC)C1=CN(C2=NC(=CC=C21)NC(=O)NCCCN(C)C)COCC[Si](C)(C)C